2-methyl-5-(pyridin-3-ylmethoxy)benzofuran-3-carboxylic acid CC=1OC2=C(C1C(=O)O)C=C(C=C2)OCC=2C=NC=CC2